N1C(N=CC2=C1C=1C(N=C2)=NC(C1)=O)=O 1H-pyrrolo[3',2':5,6]pyrido[4,3-d]pyrimidine-2,8-dione